[Al].[Y].[Tm] thulium yttrium-aluminum